(S)-2-(2-fluoro-4-(pyrrolidin-2-yl)phenyl)-N-(3-(4-fluoropiperidin-1-yl)propyl)-3-(2-hydroxyethyl)benzo[d]imidazo[2,1-b]thiazole-7-carboxamide FC1=C(C=CC(=C1)[C@H]1NCCC1)C=1N=C2SC3=C(N2C1CCO)C=CC(=C3)C(=O)NCCCN3CCC(CC3)F